(3R)-3-(4-Chlorophenyl)-2-[(5-chloropyrimidin-2-yl)methyl]-4-fluoro-6-[1-hydroxy-1-(piperidin-4-yl)propyl]-3-[(3S)-oxolan-3-yloxy]-2,3-dihydro-1H-isoindol-1-on ClC1=CC=C(C=C1)[C@@]1(N(C(C2=CC(=CC(=C12)F)C(CC)(C1CCNCC1)O)=O)CC1=NC=C(C=N1)Cl)O[C@@H]1COCC1